1-[7-(3,9-diazaspiro[5.5]undecan-3-yl)-1-methyl-indazol-3-yl]hexahydropyrimidine-2,4-dione C1CN(CCC12CCNCC2)C=2C=CC=C1C(=NN(C21)C)N2C(NC(CC2)=O)=O